NC=1C2=C(N=C(N1)OCCCC)N(C(=C2)C#N)CC2=C(C=C(CN1CCC(CC1)N(C([C@H](O)C1CC1)=O)C)C=C2)OC (R)-N-(1-(4-((4-amino-2-butoxy-6-cyano-7H-pyrrolo[2,3-d]pyrimidin-7-yl)methyl)-3-methoxybenzyl)piperidin-4-yl)-2-cyclopropyl-2-hydroxy-N-methylacetamide